4-(4-Nitrophenyl)-N-(phenylsulfonyl)piperazine-1-carboxamide [N+](=O)([O-])C1=CC=C(C=C1)N1CCN(CC1)C(=O)NS(=O)(=O)C1=CC=CC=C1